N-methyl-3-indolecarboxaldehyde CN1C=C(C2=CC=CC=C12)C=O